ethane-1,2-diyl bis(diisopropylcarbamate) C(C)(C)N(C(OCCOC(N(C(C)C)C(C)C)=O)=O)C(C)C